2,6-difluoro-4-(3-hydroxypropoxy)BenzoNitrile FC1=C(C#N)C(=CC(=C1)OCCCO)F